3-Methyl-4-carboxybutylpyrrole CC(CCC=1NC=CC1)CC(=O)O